4-(4-((3-oxabicyclo[3.1.0]hexan-6-yl)amino)-8-fluoro-2-(((2R,7aS)-2-fluorotetrahydro-1H-pyrrolizin-7a(5H)-yl)methoxy)pyrido[4,3-d]pyrimidin-7-yl)-5-ethynyl-6-fluoronaphthalen-2-ol C12COCC2C1NC=1C2=C(N=C(N1)OC[C@]13CCCN3C[C@@H](C1)F)C(=C(N=C2)C2=CC(=CC1=CC=C(C(=C21)C#C)F)O)F